indol nitrogen [N].N1C=CC2=CC=CC=C12